O1C(=CC=C1CC(C(=O)[O-])CC(C)=O)CC(C(=O)[O-])CC(C)=O furan-2,5-diylbis(methylene)bis(4-oxopentanoate)